9-benzyl-6-isopropoxy-8-(2-methyl-4-(2-(piperazin-1-yl)ethoxy)phenyl)-9H-purine C(C1=CC=CC=C1)N1C2=NC=NC(=C2N=C1C1=C(C=C(C=C1)OCCN1CCNCC1)C)OC(C)C